CC1(C[C@@H](CNC1)NC1=NC=C(C(=N1)C1=CNC2=NC(=CC=C21)C=2SC=CN2)C(F)(F)F)C N-[(3S)-5,5-dimethyl-3-piperidyl]-4-(6-thiazol-2-yl-1H-pyrrolo[2,3-b]pyridin-3-yl)-5-(trifluoromethyl)pyrimidin-2-amine